O[C@@H](CNC(C1=CC(=C(C=C1)NCC#CC=1N(C2=CC=CC(=C2C1)N[C@H]1[C@H](CN(CC1)C)F)CC(F)(F)F)OC)=O)CO N-[(2S)-2,3-dihydroxypropyl]-4-{[3-(4-{[(3S,4R)-3-fluoro-1-methylpiperidin-4-yl]amino}-1-(2,2,2-trifluoroethyl)-1H-indol-2-yl)prop-2-yn-1-yl]amino}-3-methoxybenzamide